COCCO[C@@H]1C[C@H](C1)NC1=NN2C(C=N1)=C(C=C2)C=2C=CC1=C(N(N=N1)C)C2 N-(trans-3-(2-methoxyethoxy)cyclobutyl)-5-(1-methyl-1H-benzo[d][1,2,3]triazol-6-yl)pyrrolo[2,1-f][1,2,4]triazin-2-amine